C(C1=CC=CC=C1)N1CCC(CC1)N1CC2=CC=CC(=C2CC1)F 2-(1-Benzylpiperidin-4-yl)-5-fluoro-1,2,3,4-tetrahydroisoquinoline